N-[5-[2-(Acetamidomethyl)-6-methyl-4-pyridyl]-4-(3-cyanophenyl)thiazol-2-yl]-2-oxa-6-azaspiro[3.3]heptan-6-carboxamid C(C)(=O)NCC1=NC(=CC(=C1)C1=C(N=C(S1)NC(=O)N1CC2(COC2)C1)C1=CC(=CC=C1)C#N)C